N2-(Hexane-3-yl)-N4,N4-bis(4-methoxybenzyl)imidazo[2,1-f][1,2,4]triazine-2,4-diamine CCC(CCC)NC1=NN2C(C(=N1)N(CC1=CC=C(C=C1)OC)CC1=CC=C(C=C1)OC)=NC=C2